C(C)(C)(C)OC(N[C@@H](CC)C1=NC(=NO1)C1=CC(=NC=C1)C(F)(F)F)=O (S)-(1-(3-(2-(trifluoromethyl)pyridin-4-yl)-1,2,4-oxadiazol-5-yl)propyl)carbamic acid tert-butyl ester